FC=1C=CC(=NC1)\C=C\C1=CC(=C(C=C1)C(C)C)OC (E)-5-Fluoro-2-(4-isopropyl-3-methoxyphenylvinyl)pyridine